C(#N)\C=C/C1C(C1C(=O)OC(C1=C(C(=CC=C1)F)F)(F)F)(C)C tetrafluorobenzyl (Z)-3-(2-cyanovinyl)-2,2-dimethylcyclopropanecarboxylate